8'-Bromo-7'-fluoro-3'-methyl-1-(4-(trifluoromethyl)phenyl)spiro[azetidine-3,1'-pyrrolo[2,3-c]quinolin]-2'(3'H)-one BrC1=CC=2C3=C(C=NC2C=C1F)N(C(C31CN(C1)C1=CC=C(C=C1)C(F)(F)F)=O)C